4-(3-amino-5-ethynylpyridin-4-yl)-2-chloro-N-(5-ethynyl-6-(2H-1,2,3-triazol-2-yl)pyridin-2-yl)-5-fluorobenzamide NC=1C=NC=C(C1C1=CC(=C(C(=O)NC2=NC(=C(C=C2)C#C)N2N=CC=N2)C=C1F)Cl)C#C